5-[2-(2-{[(4-methyl-decahydroquinolin-1-yl)sulfonyl]amino}phenyl)ethynyl]pyridine-2-carboxylic acid CC1CCN(C2CCCCC12)S(=O)(=O)NC1=C(C=CC=C1)C#CC=1C=CC(=NC1)C(=O)O